4-((2S,5R)-5-ethyl-4-(1-(4-isopropoxyphenyl)propyl)-2-methylpiperazin-1-yl)-1-methyl-2-oxo-1,2-dihydropyrido[3,2-d]pyrimidine-6-carbonitrile C(C)[C@H]1N(C[C@@H](N(C1)C=1C2=C(N(C(N1)=O)C)C=CC(=N2)C#N)C)C(CC)C2=CC=C(C=C2)OC(C)C